N-(2,4-difluoro-3-(5-(2-(trifluoromethyl)phenyl)-1H-pyrrolo[2,3-b]pyridine-3-carbonyl)phenyl)propane-1-sulfonamide FC1=C(C=CC(=C1C(=O)C1=CNC2=NC=C(C=C21)C2=C(C=CC=C2)C(F)(F)F)F)NS(=O)(=O)CCC